N-(6-(2-chloro-3,4-difluorophenyl)imidazo[1,2-a]pyridin-2-yl)-2-fluorocyclopropane-1-carboxamide ClC1=C(C=CC(=C1F)F)C=1C=CC=2N(C1)C=C(N2)NC(=O)C2C(C2)F